2-(4-chloro-3-fluorophenyl)-3-(pyridin-4-yl)-6,7-dihydropyrazolo[1,5-a]pyrazin ClC1=C(C=C(C=C1)C1=NN2C(C=NCC2)=C1C1=CC=NC=C1)F